C(#C)C=1C(NC=2C=C(C=NC2C1)CN1CCN(CC1)C=1C=CC(=NC1)C#N)=O 5-{4-[(7-ethynyl-6-oxo-5H-1,5-naphthyridin-3-yl)methyl]piperazin-1-yl}pyridine-2-carbonitrile